ClC1=CC(=C(C=C1)C1=NC(=CC2=C1N=CN(C2=O)C)[C@@H]2C[C@@H](OCC2)C=2C=NN(C2)C)F 8-(4-chloro-2-fluoro-phenyl)-3-methyl-6-[(2R,4S)-2-(1-methylpyrazol-4-yl)tetrahydropyran-4-yl]pyrido[3,4-d]pyrimidin-4-one